4-(2-(difluoromethyl)-4-methoxyphenyl)-N-((3R,5R)-5-fluoro-1-methylpiperidin-3-yl)-7,8-dihydro-5H-pyrano[3,4-d]pyridazin-1-amine FC(C1=C(C=CC(=C1)OC)C=1N=NC(=C2C1COCC2)N[C@H]2CN(C[C@@H](C2)F)C)F